CC(CCC=C(C)C)C1C=CC(=CC1)C (7S)-5-(1,5-Dimethylhex-4-enyl)-2-methyl-1,3-cyclohexadiene